2-bromo-8-fluoro-6-nitropyrimido[5,4-b]quinolin-10(5H)-one BrC=1N=CC=2NC=3C(=CC(=CC3C(C2N1)=O)F)[N+](=O)[O-]